NC1=CC(=C(C(=N1)C1=C(C=2N=C(N=C(C2C=N1)N1CC(CCC1)(O)C)OC[C@H]1N(CCC1)C)F)C(F)(F)F)C 7-(6-amino-4-methyl-3-(trifluoromethyl)pyridin-2-yl)-8-fluoro-2-(((S)-1-methylpyrrolidin-2-yl)methoxy)pyrido[4,3-d]pyrimidin-4-yl-3-methylpiperidin-3-ol